1-heptadecanoyl-2-(9Z-tetradecenoyl)-sn-glycero-3-phosphocholine CCCCCCCCCCCCCCCCC(=O)OC[C@H](COP(=O)([O-])OCC[N+](C)(C)C)OC(=O)CCCCCCC/C=C\CCCC